(S)-8-chloro-4-((3-chloro-4-fluorophenyl)amino)-6-((isoindolin-4-yl(1H-1,2,3-triazol-4-yl)methyl)amino)quinoline-3-carbonitrile ClC=1C=C(C=C2C(=C(C=NC12)C#N)NC1=CC(=C(C=C1)F)Cl)N[C@H](C=1N=NNC1)C1=C2CNCC2=CC=C1